((1-(cyclopropylmethyl)-1H-imidazol-5-yl)methyl)-1H-benzo[d]imidazole-6-carboxylate C1(CC1)CN1C=NC=C1COC(=O)C=1C=CC2=C(NC=N2)C1